CN1N=C(C(=C1)NC(C1=C(C=C(C(=C1)F)N1N=C2N(CCCC2)C1=O)O[C@H](C(F)(F)F)C)=O)C N-(1,3-dimethyl-1H-pyrazol-4-yl)-5-fluoro-4-(3-oxo-5,6,7,8-tetrahydro[1,2,4]triazolo[4,3-a]-pyridin-2(3H)-yl)-2-{[(2S)-1,1,1-trifluoropropan-2-yl]oxy}benzamide